CN1C(=NC2=C1C=CC(=C2)C(=O)NCCN2CCCCC2)NC=2OC1=C(N2)C=CC(=C1)C(F)(F)F 1-methyl-N-(2-(piperidin-1-yl)ethyl)-2-((6-(trifluoromethyl)benzo[d]oxazol-2-yl)amino)-1H-benzo[d]imidazole-5-carboxamide